4-(4-Acetyloxy-3,5-dimethylphenyl)-1(2H)-phthalazinone C(C)(=O)OC1=C(C=C(C=C1C)C1=NNC(C2=CC=CC=C12)=O)C